(S)-1-(4-(6-((4-cyano-2-fluorobenzyl)oxy)pyridin-2-yl)piperidin-1-yl)ethane C(#N)C1=CC(=C(COC2=CC=CC(=N2)C2CCN(CC2)CC)C=C1)F